5-(((1-(4-((9-cyclopentyl-8-(phenylamino)-9H-purin-2-yl)amino)phenyl)piperidin-4-yl)(methyl)amino)methyl)-2-(2,6-dioxopiperidin-3-yl)-6-fluoroisoindoline-1,3-dione C1(CCCC1)N1C2=NC(=NC=C2N=C1NC1=CC=CC=C1)NC1=CC=C(C=C1)N1CCC(CC1)N(C)CC=1C=C2C(N(C(C2=CC1F)=O)C1C(NC(CC1)=O)=O)=O